1-(4-(aminomethyl)-1-oxo-1,2-dihydro-phthalazin-6-yl)-N-((6-methyl-5-phenylpyridin-2-yl)methyl)-N-(5,6,7,8-tetrahydroquinolin-8-yl)cyclopropane-1-carboxamide NCC1=NNC(C2=CC=C(C=C12)C1(CC1)C(=O)N(C1CCCC=2C=CC=NC12)CC1=NC(=C(C=C1)C1=CC=CC=C1)C)=O